3-hydroxy-2-oxo-1H-quinoline-4-carboxylic acid ethyl ester C(C)OC(=O)C1=C(C(NC2=CC=CC=C12)=O)O